tert-butyl (2R,6S)-2,6-dimethyl-4-(6-nitropyridin-3-yl)piperazine-1-carboxylate C[C@H]1N([C@H](CN(C1)C=1C=NC(=CC1)[N+](=O)[O-])C)C(=O)OC(C)(C)C